N(=C=O)C1=CC=C(C=C1)C1=CC=CC=C1 1-isocyanato-4-phenyl-benzene